6-chloro-2-(3-(1,2-dimethoxy-ethyl)-1H-1,2,4-triazol-5-yl)-3-(1H-imidazol-1-yl)-5-meth-oxy-1-methyl-1H-pyrrolo-[3,2-b]pyridine ClC=1C=C2C(=NC1OC)C(=C(N2C)C2=NC(=NN2)C(COC)OC)N2C=NC=C2